2-[4-[3-[(1R)-1-(tert-butylsulfonamido)ethyl]-5-methoxy-phenyl]pyrazol-1-yl]-N,N-dimethyl-acetamide C(C)(C)(C)S(=O)(=O)N[C@H](C)C=1C=C(C=C(C1)OC)C=1C=NN(C1)CC(=O)N(C)C